C(C)(=O)O[C@H]1CC[C@@]2(C3CC[C@@]4(C(=CCC4C3CC=C2C1)N1C=NC=C1)C)C (3S,10R,13S)-17-(1H-imidazol-1-yl)-10,13-dimethyl-2,3,4,7,8,9,10,11,12,13,14,15-dodecahydro-1H-cyclopenta[a]phenanthren-3-yl acetate